rac-4-fluoro-2-(trans-2-hydroxycyclopentyl)-5-methyl-6-(4-(1H-pyrazol-1-yl)benzyl)isoindolin-1-one FC1=C2CN(C(C2=CC(=C1C)CC1=CC=C(C=C1)N1N=CC=C1)=O)[C@H]1[C@@H](CCC1)O |r|